COC=1C=C2C(=NC(=NC2=CC1OC)C)NC(C)C=1SC=CC1 6,7-dimethoxy-2-methyl-N-[1-(thiophen-2-yl)ethyl]quinazolin-4-amine